phenyl(3-(4,4,5,5-tetramethyl-1,3,2-dioxaborolan-2-yl)phenyl)methanone C1(=CC=CC=C1)C(=O)C1=CC(=CC=C1)B1OC(C(O1)(C)C)(C)C